1-((1r,4r)-4-aminocyclohexyl)-3-(4-(4-fluoro-3-methoxyphenyl)pyridin-2-yl)urea NC1CCC(CC1)NC(=O)NC1=NC=CC(=C1)C1=CC(=C(C=C1)F)OC